3-(1,1-dioxidotetrahydro-2H-thiopyran-4-yl)-3-(4-hydroxyphenyl)-7-(trifluoromethyl)indolin-2-one O=S1(CCC(CC1)C1(C(NC2=C(C=CC=C12)C(F)(F)F)=O)C1=CC=C(C=C1)O)=O